N-(4-(bis(methyl-d3)amino)cyclohexyl)-6-(6-(methoxy-d3)-5-((1-(3-(trifluoromethoxy)phenyl)ethyl)carbamoyl)pyridin-3-yl)-1H-indazole-3-carboxamide C([2H])([2H])([2H])N(C1CCC(CC1)NC(=O)C1=NNC2=CC(=CC=C12)C=1C=NC(=C(C1)C(NC(C)C1=CC(=CC=C1)OC(F)(F)F)=O)OC([2H])([2H])[2H])C([2H])([2H])[2H]